N-[2-chloro-4-(trifluoromethyl)phenyl]-2-(11-ethyl-4-methyl-13-oxo-12-piperazin-1-yl-2,4,8,10-tetrazatricyclo[7.4.0.03,7]trideca-1(9),2,7,11-tetraen-10-yl)acetamide trifluoroacetate FC(C(=O)O)(F)F.ClC1=C(C=CC(=C1)C(F)(F)F)NC(CN1C=2N=C3CCN(C3=NC2C(C(=C1CC)N1CCNCC1)=O)C)=O